cis-[3-(3-bromophenyl)-3-(4-methyl-1,2,4-triazol-3-yl)cyclobutyl]methanesulfonate BrC=1C=C(C=CC1)C1(CC(C1)CS(=O)(=O)[O-])C1=NN=CN1C